indeno[1,2-b]pyrazolo[4,3-e]pyridine N1=NC=C2C=C3C(N=C21)=C2C=CC=CC2=C3